ClC1=CC(=CC=2N(C(=NC21)CCl)CC=2N=COC2)C(=O)OC Methyl 4-chloro-2-(chloromethyl)-1-(oxazol-4-ylmethyl)-1H-benzo[d]imidazole-6-carboxylate